(R)-[2,4-Difluoro-5-(7-morpholin-4-yl-quinazolin-4-yl)-phenyl]-(7-methyl-7H-purin-6-yl)-methanol FC1=C(C=C(C(=C1)F)C1=NC=NC2=CC(=CC=C12)N1CCOCC1)[C@@H](O)C1=C2N(C=NC2=NC=N1)C